3,5-dimethyl-1,4-bis[(4-methylphenyl)sulfonyl]-1H-pyrazole CC1=NN(C(=C1S(=O)(=O)C1=CC=C(C=C1)C)C)S(=O)(=O)C1=CC=C(C=C1)C